3-cyclopentanol C1CC(CC1)O